6-Chloro-7-(2,2-dimethylpiperidin-1-yl)-1-(2-isopropyl-4-methylpyridin-3-yl)pyrido[2,3-d]pyrimidine-2,4(1H,3H)-dione ClC1=CC2=C(N(C(NC2=O)=O)C=2C(=NC=CC2C)C(C)C)N=C1N1C(CCCC1)(C)C